CC(CC(=O)OC)CC(=O)NC1=CC=C(C=C1)N[C@@H]1C[C@@H](N(C2=CC=CC=C12)C(CC)=O)C |o1:18,20| methyl 3-methyl-5-[(4-{[(2S*,4R*)-2-methyl-1-propionyl-1,2,3,4-tetrahydroquinolin-4-yl]amino}phenyl)amino]-5-oxopentanoate